(tolylcumyl)iodonium tetrakis-(pentafluorophenyl)-borate FC1=C(C(=C(C(=C1[B-](C1=C(C(=C(C(=C1F)F)F)F)F)(C1=C(C(=C(C(=C1F)F)F)F)F)C1=C(C(=C(C(=C1F)F)F)F)F)F)F)F)F.C1(=C(C=CC=C1)CC(C)(C1=CC=CC=C1)[IH+])C